N-butyl-2-cyanoacrylate C=C(C#N)C(=O)OCCCC